NC1=C2C(=NC=N1)N(N=C2C2=CC=C(C=C2)CNC(C2=C(C=CC(=C2)F)OC)=O)C=2C=NC(=CC2)N2CC(C2)C=O N-[(4-{4-amino-1-[6-(3-formylazetidin-1-yl)pyridin-3-yl]pyrazolo[3,4-d]pyrimidin-3-yl}phenyl)methyl]-5-fluoro-2-methoxybenzamide